5-(oxetan-3-ylmethoxy)pyridin-2-amine O1CC(C1)COC=1C=CC(=NC1)N